C(C)(C)(C)OC(C1=CC(=C(C=C1)C=1C=NC=C(C1)C=O)N)=O.N1C=C(C2=CC=CC=C12)CCNC(C=C)=O N-[2-(1H-indol-3-yl)ethyl]acrylamide TERT-BUTYL-3-AMINO-4-(5-FORMYLPYRIDIN-3-YL)BENZOATE